NC1=C(C=C(C2=C1CCO2)C(=O)NC2CCN(CC2)CC2CCOCC2)Cl 4-amino-5-chloro-N-(1-((tetrahydro-2H-pyran-4-yl)methyl)piperidin-4-yl)-2,3-dihydrobenzofuran-7-carboxamide